tricine acetate C(C)(=O)OCC(NCC(=O)O)(CO)CO